[C@H]1([C@@H](C([C@H]([C@@H](C1O)O)O)OP(=O)(O)O)O)O inositol 3-phosphate